C(C1=CC(C(=O)[O-])=CC(C(=O)[O-])=C1)(=O)[O-] Trimesate